2,3,4,5,6-pentafluorobenzamide FC1=C(C(=O)N)C(=C(C(=C1F)F)F)F